2-[1-(2-cyanophenyl)-1-(3,5-difluorophenyl)propan-2-yl]-5-methoxy-1-methyl-N-(1,2-oxazol-4-yl)-6-oxopyrimidine-4-carboxamide C(#N)C1=C(C=CC=C1)C(C(C)C=1N(C(C(=C(N1)C(=O)NC=1C=NOC1)OC)=O)C)C1=CC(=CC(=C1)F)F